N-((5-(5-(difluoromethyl)-1,3,4-oxadiazol-2-yl)pyridin-2-yl)methyl)-3-fluoro-1-methyl-N-phenylazetidine-3-carboxamide FC(C1=NN=C(O1)C=1C=CC(=NC1)CN(C(=O)C1(CN(C1)C)F)C1=CC=CC=C1)F